N-(1-cyclopropyl-6-fluoro-2-(4-fluorophenyl)-5-benzimidazolyl)-5-(4-isopropylphenyl)-1,3,4-thiadiazol-2-amine C1(CC1)N1C(=NC2=C1C=C(C(=C2)NC=2SC(=NN2)C2=CC=C(C=C2)C(C)C)F)C2=CC=C(C=C2)F